(cis)-3-[5-(5,5-dimethyl-1,3,2-dioxaborinan-2-yl)-7-fluoro-1H-indazol-1-yl]-1-methylcyclobutanol CC1(COB(OC1)C=1C=C2C=NN(C2=C(C1)F)C1CC(C1)(O)C)C